tert-butyl ((2-(((Z)-1-acetyl-3-oxoindolin-2-ylidene)methyl) quinolin-6-yl)methyl)((2SR,6SR)-2,6-dimethyltetrahydro-2H-pyran-4-yl)carbamate C(C)(=O)N1\C(\C(C2=CC=CC=C12)=O)=C/C1=NC2=CC=C(C=C2C=C1)CN(C(OC(C)(C)C)=O)C1C[C@@H](O[C@H](C1)C)C |r|